C1(CC1)COC=1C=CC2=C(C(=C(O2)C)C(=O)NC2CCN(CC2)C)C1 5-(cyclopropylmethoxy)-2-methyl-N-(1-methylpiperidin-4-yl)-1-benzofuran-3-carboxamide